N-(1-(2-(methyl(2-(p-tolyloxy)ethyl)amino)-2-oxoethyl)-1H-pyrazol-4-yl)benzamide CN(C(CN1N=CC(=C1)NC(C1=CC=CC=C1)=O)=O)CCOC1=CC=C(C=C1)C